CC(C(=O)O)(C)OC1=C(C=C(C=C1C(F)(F)F)CN1N=CN(C1=O)C1=CC=C(C=C1)OC(F)(F)F)C 2-Methyl-2-(2-methyl-4-((5-oxo-4-(4-(trifluoromethoxy)phenyl)-4,5-dihydro-1H-1,2,4-triazol-1-yl)meth-yl)-6-(trifluoromethyl)phenoxy)propionic acid